FC1=CC=C(C=C1)NC(=O)C1(CC1)C(=O)NC1=CC=C(C=C1)OC1=CC=NC2=CC(=CC=C12)C=1C(=NC=CC1)O 1-N'-(4-Fluorophenyl)-1-N-[4-[7-(2-hydroxypyridin-3-yl)quinolin-4-yl]oxyphenyl]cyclopropane-1,1-dicarboxamide